N-(2-{3-amino-4-[(1-methoxy-2-methylpropan-2-yl)oxy]pyrrolidin-1-yl}-5,6,7,8-tetrahydroquinolin-6-yl)-5-chloro-7-ethyl-7H-pyrrolo[2,3-c]pyridazine-3-carboxamide NC1CN(CC1OC(COC)(C)C)C1=NC=2CCC(CC2C=C1)NC(=O)C1=CC2=C(N=N1)N(C=C2Cl)CC